3-(5-((3-(2-fluoro-5-((6-fluoro-3-methyl-1H-indol-5-yl)oxy)phenyl)-1H-pyrazol-1-yl)methyl)thiazol-2-yl)propanamide FC1=C(C=C(C=C1)OC=1C=C2C(=CNC2=CC1F)C)C1=NN(C=C1)CC1=CN=C(S1)CCC(=O)N